triethylene glycol di(3-(3-t-butyl-5-methyl-4-hydroxyphenyl) propionate) C(C)(C)(C)C=1C=C(C=C(C1O)C)CCC(=O)OCCOCCOCCOC(CCC1=CC(=C(C(=C1)C)O)C(C)(C)C)=O